methyl 4-(benzyloxy)-8-chloroisoquinoline-3-carboxylate C(C1=CC=CC=C1)OC1=C(N=CC2=C(C=CC=C12)Cl)C(=O)OC